(7S,10S,13S,16S)-16-amino-1-(4-azidophenyl)-10,13-bis(carboxymethyl)-7-(methoxycarbonyl)-1,9,12,15-tetraoxo-2,8,11,14-tetraazaoctadecan-18-oic acid N[C@H](C(N[C@H](C(N[C@H](C(N[C@@H](CCCCNC(=O)C1=CC=C(C=C1)N=[N+]=[N-])C(=O)OC)=O)CC(=O)O)=O)CC(=O)O)=O)CC(=O)O